ClC=1C=C(C=C(C1OC1=NNC(C(=C1)C1CCCC1)=O)Cl)N1C(N(N=CC1=O)C)=O (3,5-dichloro-4-((5-cyclopentyl-6-oxo-1,6-dihydropyridazin-3-yl)oxy)phenyl)-2-methyl-1,2,4-triazine-3,5(2H,4H)-dione